C(C)(C)(C)OC(=O)N1CCC(=CC1)C=1C(=C(SC1)C(=O)[O-])F.[Na+] sodium 4-{1-[(tert-butoxy)carbonyl]-1,2,3,6-tetrahydropyridin-4-yl}-3-fluorothiophene-2-carboxylate